C(#N)C#CC1=CC=C(C(=O)OC2=C(C(=C(C(=C2F)F)S(=O)(=O)[O-])F)F)C=C1 4-((4-(cyanoethynyl)benzoyl)oxy)-2,3,5,6-tetrafluoro-benzenesulfonate